(+-)-cis-N-(8-amino-6-chloro-2,7-naphthyridin-3-yl)-2-fluorocyclopropanecarboxamide NC=1N=C(C=C2C=C(N=CC12)NC(=O)[C@H]1[C@H](C1)F)Cl |r|